C(OCC)([O-])=O ethyl carbonate